bis(4-dimethoxyethylsilylbutyl)urea COC(C[SiH2]CCCCNC(NCCCC[SiH2]CC(OC)OC)=O)OC